C(C1=CC=CC=C1)OCC(CCC(=O)OC(C)(C)C)OC tert-butyl 5-(benzyloxy)-4-methoxypentanoate